COC=1C(=NC=C(N1)C=1C=NC(=NC1)OC)NC(=O)C=1C(=NOC1C)C1=CC=CC=C1 N-[3-Methoxy-5-(2-methoxypyrimidin-5-yl)pyrazin-2-yl]-5-methyl-3-phenyl-isoxazole-4-carboxamide